2-(2,6-dimethoxypyridin-4-yl)-3-ethyl-5-(4-(1-isopropylpiperidin-4-yl)piperazin-1-yl)-1H-indole COC1=NC(=CC(=C1)C=1NC2=CC=C(C=C2C1CC)N1CCN(CC1)C1CCN(CC1)C(C)C)OC